FC1=C(C=CC(=C1)[N+](=O)[O-])N1CCN(CC1)CC1CCNCC1 1-(2-fluoro-4-nitrophenyl)-4-(piperidin-4-ylmethyl)piperazine